9,9-bis[4-(2-hydroxyethoxy)phenyl]-2,7-di(1-naphthyl)fluorene OCCOC1=CC=C(C=C1)C1(C2=CC(=CC=C2C=2C=CC(=CC12)C1=CC=CC2=CC=CC=C12)C1=CC=CC2=CC=CC=C12)C1=CC=C(C=C1)OCCO